FC1=C(C=CC=C1)N1CC(CC1=O)NC(CC1=C(C=CC=C1)C)=O N-[1-(2-fluorophenyl)-5-oxopyrrolidin-3-yl]-2-(2-methylphenyl)acetamid